2,5-dimethyl-2,5-di(t-butylperoxy)Hexane tert-butyl-3-(4-cyano-3-fluoro-phenyl)-4-(4,4,5,5-tetramethyl-1,3,2-dioxaborolan-2-yl)benzoate C(C)(C)(C)OC(C1=CC(=C(C=C1)B1OC(C(O1)(C)C)(C)C)C1=CC(=C(C=C1)C#N)F)=O.CC(C)(CCC(C)(OOC(C)(C)C)C)OOC(C)(C)C